BrCC1=NC2=CC=C(C=C2N=C1CBr)C(=O)O 2,3-bis(bromomethyl)-6-quinoxalinecarboxylic acid